3-(4-amino-3-fluorophenyl)-1-(oxetan-3-yl)-1H-pyrazolo[3,4-d]Pyrimidine-4-amine NC1=C(C=C(C=C1)C1=NN(C2=NC=NC(=C21)N)C2COC2)F